NCCCNCCCCNCCCNC(=O)NCC[N+](C)(C)CC(COC(CCCCCCC\C=C/CCCCCCCC)=O)OC(CCCCCCC\C=C/CCCCCCCC)=O 2-[3-[4-(3-aminopropylamino)butylamino]propylcarbamoylamino]ethyl-[2,3-bis[[(Z)-octadec-9-enoyl]oxy]propyl]-dimethylazanium